3-fluoro-4-{6-fluoro-[1,2,4]triazolo[1,5-a]pyridin-5-yl}benzonitrile FC=1C=C(C#N)C=CC1C1=C(C=CC=2N1N=CN2)F